FC1=C2CCCC2=CC=C1C=1CCCC2=C(C1C1=CC=C(C=C1)C=C1CN(C1)CCCF)C=CC=C2 8-(4-Fluoro-2,3-dihydro-1H-inden-5-yl)-9-(4-((1-(3-fluoropropyl)azetidin-3-yliden)methyl)phenyl)-6,7-dihydro-5H-benzo[7]annulen